5-(3,5-dimethyl-4-(4-methylpiperazin-1-yl)phenyl)-3-(3-methoxy-3-methylbut-1-yn-1-yl)-1H-pyrrolo[2,3-b]pyridine CC=1C=C(C=C(C1N1CCN(CC1)C)C)C=1C=C2C(=NC1)NC=C2C#CC(C)(C)OC